FC=1C(=C2C(=NC1)CC(N2C)=O)CNCCCC2CN(C(O2)=O)C=2C=CC=1OCC(NC1N2)=O 6-(5-(3-(((6-Fluoro-1-methyl-2-oxo-2,3-dihydro-1H-pyrrolo[3,2-b]pyridin-7-yl)methyl)amino)propyl)-2-oxooxazolidin-3-yl)-2H-pyrido[3,2-b][1,4]oxazin-3(4H)-one